tert-butyl 8-(m-tolyl)-1,3,4,5-tetrahydro-2H-pyrido[4,3-b]indole-2-carboxylate C1(=CC(=CC=C1)C1=CC=2C3=C(NC2C=C1)CCN(C3)C(=O)OC(C)(C)C)C